C(C1=CC=CC=C1)NC(CC(=O)OC)CC methyl 3-(benzylamino)pentanoate